N-((6-aminopyridin-2-yl)sulfonyl)-6-(2,3-dihydrobenzofuran-5-yl)-2-(mesityloxy)-pyridine-3-carboxamide NC1=CC=CC(=N1)S(=O)(=O)NC(=O)C=1C(=NC(=CC1)C=1C=CC2=C(CCO2)C1)OC1=C(C=C(C=C1C)C)C